C=1OC=C2C=CC=3C4=C2C1C=CC4=COC3 isochromeno[6,5,4-def]Isochromene